cetyl-dimethyl-acrylamine chloride [Cl-].C(CCCCCCCCCCCCCCC)C=CC(=O)N(C)C